C(C)(C)(C)OC(=O)N1CC(C1)(F)COC(=O)N1CCC(CC1)NC1=C2N=CN(C2=NC(=N1)C)C(C)C 4-((9-isopropyl-2-methyl-9H-purin-6-yl)amino)piperidine-1-carboxylic acid (1-(tert-butoxycarbonyl)-3-fluoroazetidin-3-yl)methyl ester